C(#N)C=1C(=CC(=NC1N1[C@H](CC1)C)N1CC2(C1)CCC(CC2)C(=O)O)C(F)(F)F (S)-2-(5-cyano-6-(2-methylazetidine-1-yl)-4-(trifluoromethyl)pyridin-2-yl)-2-azaspiro[3.5]nonan-7-carboxylic acid